3-({[(1R)-6-[(3-fluorophenyl)thio]-1,2,3,4-tetrahydronaphthalen-1-yl]methyl}amino)pyridine-4-carboxylic acid FC=1C=C(C=CC1)SC=1C=C2CCC[C@H](C2=CC1)CNC=1C=NC=CC1C(=O)O